N-(2-((1R,2S)-2-(hydroxymethyl)cyclopentyl)-6-morpholino-1-oxoisoindolin-5-yl)pyrazolo[1,5-a]pyrimidine-3-carboxamide OC[C@@H]1[C@@H](CCC1)N1C(C2=CC(=C(C=C2C1)NC(=O)C=1C=NN2C1N=CC=C2)N2CCOCC2)=O